ethoxysulfonic acid sodium salt [Na+].C(C)OS(=O)(=O)[O-]